C1=C(C=CC2=CC=CC=C12)C=O β-naphthaline-formaldehyde